C1(CC1)C1=NN(C=C1)C1=CC(=C(C(=O)N[C@@H]2CS(C=C2)(=O)=O)C(=C1)C)OC (S)-4-(3-cyclopropyl-1H-pyrazol-1-yl)-N-(1,1-dioxido-2,3-dihydrothiophen-3-yl)-2-methoxy-6-methylbenzamide